ethylphosphonic acid 1,1-dimethyl-2-propynyl 2-propenyl ester C(C=C)OP(OC(C#C)(C)C)(=O)CC